[I-].C(C(C)C)[NH3+] i-butyl-ammonium iodide